bis(cyclopentadienyl)niobium (IV) dichloride [Cl-].[Cl-].C1(C=CC=C1)[Nb+2]C1C=CC=C1